n-methyl-2-(6-(pyridin-2-ylamino)-2-(pyridin-3-yl)pyrimidin-4-yl)-2-azaspiro[4.5]decane-7-carboxamide CNC(=O)C1CC2(CCN(C2)C2=NC(=NC(=C2)NC2=NC=CC=C2)C=2C=NC=CC2)CCC1